ClC1=C(C=C(OCC[C@H](B2OC(C(O2)(C)C)(C)C)NC([C@@H](COC)NC(OC(C)(C)C)=O)=O)C=C1)F tert-butyl ((R)-1-(((S)-3-(4-chloro-3-fluorophenoxy)-1-(4,4,5,5-tetramethyl-1,3,2-dioxaborolan-2-yl)propyl)amino)-3-methoxy-1-oxopropan-2-yl)carbamate